NC1=NC=NN2C1=C(C=C2C=2C=C(C(=NC2)C)C(=O)N[C@@H]2CN(C[C@@H]2F)C([C@H](C(F)(F)F)O)=O)C(F)(F)F 5-[4-amino-5-(trifluoromethyl)pyrrolo[2,1-f][1,2,4]triazin-7-yl]-N-[(3R,4S)-4-fluoro-1-[(2R)-3,3,3-trifluoro-2-hydroxypropanoyl]pyrrolidin-3-yl]-2-methylpyridine-3-carboxamide